NC=1C(=NN(C1)C1CCC(CC1)C(=O)OCC)C(F)F (1s,4s)-ethyl 4-(4-amino-3-(difluoromethyl)-1H-pyrazol-1-yl)cyclohexanecarboxylate